6-chloro-N-[(1R)-1-[3-(difluoromethyl)-2-fluoro-phenyl]ethyl]-3-[[(1S)-2-hydroxy-1-methyl-ethyl]amino]pyridazine-4-carboxamide ClC1=CC(=C(N=N1)N[C@H](CO)C)C(=O)N[C@H](C)C1=C(C(=CC=C1)C(F)F)F